Trans-3-[4-bromo-2-(8-chloro-4-oxo-chromen-2-yl)-5-methoxy-phenoxy]cyclobutane-carboxylic acid BrC1=CC(=C(O[C@@H]2C[C@H](C2)C(=O)O)C=C1OC)C=1OC2=C(C=CC=C2C(C1)=O)Cl